C(CCCCCCCCC(=O)O)(=O)O.N(CCO)(CCO)CCO.N(CCO)(CCO)CCO di(triethanolamine) sebacate